(E)-1-isopropyl-3-(p-tolyldiazenyl)-1H-indole C(C)(C)N1C=C(C2=CC=CC=C12)\N=N\C1=CC=C(C=C1)C